4-(5-(1-(tert-Butoxycarbonyl)-3-methyl-1H-pyrazol-4-yl)benzo[d]oxazol-2-yl)pyridinecarboxylic acid ethyl ester C(C)OC(=O)C1=NC=CC(=C1)C=1OC2=C(N1)C=C(C=C2)C=2C(=NN(C2)C(=O)OC(C)(C)C)C